FCC(CF)N1N=NC(=C1)[C@H](C1=C2C=CC=NC2=CC=C1)NC=1C=C2C(=C(C=NC2=C(C1)C#N)C#N)NCC(C)(C)C (S)-6-(((1-(1,3-difluoropropan-2-yl)-1H-1,2,3-triazol-4-yl)(quinolin-5-yl)methyl)amino)-4-(neopentylamino)quinoline-3,8-dicarbonitrile